FC=1C=CC2=C(C(=C(O2)[C@@H](C(C)C)NC(=O)NC=2C=NC=CC2)C)C1 (R)-1-(1-(5-fluoro-3-methylbenzofuran-2-yl)-2-methylpropyl)-3-(pyridin-3-yl)urea